(2-aminoethyl)-L-cysteine hydrochloride Cl.NCCN[C@@H](CS)C(=O)O